C(C)(=O)SC1C(CCCC1)O S-(2-hydroxycyclohexyl) trans-thioacetate